ClC=1C=C(CNC(C(C)(C2=NC=C(C=N2)C2(CC2)C)C)=O)C=C(C1C1C(NC(CC1)=O)=O)Cl N-(3,5-dichloro-4-(2,6-dioxopiperidin-3-yl)benzyl)-2-methyl-2-(5-(1-methylcyclopropyl)pyrimidin-2-yl)propanamide